CN(C1=CC=C(C=C1)B1OC(C(O1)(C)C)(C)C)C N,N-dimethyl-4-(4,4,5,5-tetramethyl-1,3,2-dioxaborolan-2-yl)aniline